C1(CCC1)C(C1=NN=CN1C)C1=CC(=CC=C1)B1OC(C(O1)(C)C)(C)C 3-(cyclobutyl(3-(4,4,5,5-tetramethyl-1,3,2-dioxaborolan-2-yl)phenyl)-methyl)-4-methyl-4H-1,2,4-triazole